[N+](=O)([O-])[O-].[Ni+2].NC1=NON=C1C1=NN=C(N1N)N.[N+](=O)([O-])[O-] 3-amino-4-(4,5-diamino-1,2,4-triazole-3-yl)-furazan nickel nitrate